2-bromo-8-(4-fluorophenyl)-5H-pyrido[3,2-e]pyrrolo[1,2-a][1,4]diazepin-6(11H)-one BrC=1C=CC=2NC(C=3N(CC2N1)C=C(C3)C3=CC=C(C=C3)F)=O